Lithium 1,3,4-thiadiazole-2-thiol S1C(=NN=C1)S.[Li]